(3S*,4R*)-4-(6-fluorobenzofuran-5-yl)-2-oxopyrrolidine-3-carboxylic acid FC1=CC2=C(C=CO2)C=C1[C@H]1[C@@H](C(NC1)=O)C(=O)O |o1:10,11|